6-azido-N-([[4-(iodomethyl)phenyl]carbamoyl]methyl)hexanamide N(=[N+]=[N-])CCCCCC(=O)NCC(NC1=CC=C(C=C1)CI)=O